dodecenyl-methyl-isopropyl-pentoxysilane C(=CCCCCCCCCCC)[Si](OCCCCC)(C(C)C)C